ClC1=CC(=CC(=N1)N1C(C2=CC=CC(=C2C1)C(F)(F)F)=O)[C@@H](CC1=NN=CN1C)C (R)-2-(6-chloro-4-(1-(4-methyl-4H-1,2,4-triazol-3-yl)propan-2-yl)pyridin-2-yl)-4-(trifluoromethyl)isoindolin-1-one